[N-](S(=O)(=O)C(F)(F)F)S(=O)(=O)C(F)(F)F.C[N+]1(CCCCC1)CCCCCCC 1-Methyl-1-heptylpiperidinium bis(trifluoromethanesulfonyl)imide